C(CCC)C1COC2=C(O1)C(=CC(=C2)CN2C=NC=1C2=NC=CC1)OC 3-((2-butyl-8-methoxy-2,3-dihydrobenzo[b][1,4]dioxin-6-yl)methyl)-3H-imidazo[4,5-b]pyridine